The molecule is a hydroxamic acid that is N-hydroxy-3-methylbenzamide in which the the hydrogens at positions 2 and 5 have been replaced by benzyl[(4-methoxyphenyl)sulfonyl]amino and (diethylamino)methyl groups, respectively. It is a cell-permeable, potent, selective, and reversible inhibitor of matrix metallopeptidase-9 (MMP-9, EC 3.4.24.35). It has a role as an EC 3.4.24.35 (gelatinase B) inhibitor. It is a hydroxamic acid, a tertiary amino compound, a sulfonamide and an aromatic ether. CCN(CC)CC1=CC(=C(C(=C1)C)N(CC2=CC=CC=C2)S(=O)(=O)C3=CC=C(C=C3)OC)C(=O)NO